(S)-2-(3,5-dichlorobenzamido)-5,5-dimethylhexanoic acid ClC=1C=C(C(=O)N[C@H](C(=O)O)CCC(C)(C)C)C=C(C1)Cl